5-fluoro-N-(2-methoxyethyl)-N-(propan-2-yl)benzamide FC=1C=CC=C(C(=O)N(C(C)C)CCOC)C1